chloro(ethyl)disilane Cl[SiH]([SiH3])CC